FC1C(=CC=CC1(F)C[C@@H]1N(CC([C@@H]1NS(=O)(=O)C1CC1)(F)F)C(C(C)(C)O)=O)C1=CC=CC=C1 N-[(2S,3R)-2-[(2,3-difluoro[1,1'-biphenyl]-3-yl)methyl]-4,4-difluoro-1-(2-hydroxy-2-methylpropanoyl)pyrrolidin-3-yl]cyclopropanesulfonamide